4-nitrophenyl carbamate C(N)(OC1=CC=C(C=C1)[N+](=O)[O-])=O